2-(3,5-dichloro-4-((1-oxo-2-(thiazol-2-yl)-1,2,3,4-tetrahydroisoquinoline-6-Yl)oxy)phenyl)-3,5-dioxo-2,3,4,5-tetrahydro-1,2,4-triazine-6-carboxylic acid ClC=1C=C(C=C(C1OC=1C=C2CCN(C(C2=CC1)=O)C=1SC=CN1)Cl)N1N=C(C(NC1=O)=O)C(=O)O